NC1=C(C2=CC(=CC=C2C=C1)C1=CC=CC=C1)C=1C(=CC=C2C=CC=CC12)O 2'-amino-7'-phenyl-[1,1'-binaphthyl]-2-ol